(5R,12R)-11-(3,4-dichlorobenzoyl)-N,12-dimethyl-5,6,9,10,11,12-hexahydro-4H-isoxazolo[3,4-c]pyrido[4',3':3,4]pyrazolo[1,5-a]azepine-5-carboxamide ClC=1C=C(C(=O)N2[C@@H](C=3C(=NN4C3C=3C(C[C@H](C4)C(=O)NC)=CON3)CC2)C)C=CC1Cl